FC=1C=C2CN(CC2=CC1)C(=O)NC1=CC=C(C=C1)C12CCC(CC1)(CC2)NC=O 5-fluoro-N-(4-(4-formamidobicyclo[2.2.2]octan-1-yl)phenyl)isoindoline-2-carboxamide